3-((2R,4S)-2-(2,5-difluorophenyl)-4-fluoropyrrolidin-1-yl)-1H-pyrazolo[3,4-b]pyridine-5-carboxamide FC1=C(C=C(C=C1)F)[C@@H]1N(C[C@H](C1)F)C1=NNC2=NC=C(C=C21)C(=O)N